CC1(O)C=CC(O)(C=C1)C 1,4-dimethylhydroquinone